{1-{1-[2-fluoro-3-(trifluoromethyl)benzoyl]piperidin-4-yl}-3-[4-(7H-pyrrolo[2,3-d]pyrimidin-4-yl)-1H-pyrazol-1-yl]azetidin-3-yl}acetonitrile FC1=C(C(=O)N2CCC(CC2)N2CC(C2)(N2N=CC(=C2)C=2C3=C(N=CN2)NC=C3)CC#N)C=CC=C1C(F)(F)F